F[Tl].[NH4+] ammonium fluorothallium